COC=1C=C2C(=CC(=NC2=C(C1)N1CC(N(CC1)C)=O)C)N1C(C2=CC=CC(=C2CC1)C=1C(=NN(C1)C)C(F)(F)F)=O 2-(6-methoxy-2-methyl-8-(4-methyl-3-oxopiperazin-1-yl)quinolin-4-yl)-5-(1-methyl-3-(trifluoromethyl)-1H-pyrazol-4-yl)-3,4-dihydroisoquinolin-1(2H)-one